FC1=C(C(=CC(=C1)F)OCC=1C=NC=C(C1)F)C1=CC(=CN1C)C(=O)OC methyl 5-{2,4-difluoro-6-[(5-fluoropyridin-3-yl)methoxy]phenyl}-1-methyl-1H-pyrrole-3-carboxylate